3-(5-bromo-2-methylfuran-3-carbonyl)-N-(5-methylthiazol-2-yl)thiazolidine-4-carboxamide BrC1=CC(=C(O1)C)C(=O)N1CSCC1C(=O)NC=1SC(=CN1)C